2-bromo-1-(2-benzyloxy-5-methyl-phenyl)-1-phenyl-ethylene BrC=C(C1=CC=CC=C1)C1=C(C=CC(=C1)C)OCC1=CC=CC=C1